3-((R)-2-(4-bromo-2-hydroxybenzoylamino)-1-((tert-butyldimethylsilyl)oxy)ethyl)-3,4-dihydroisoquinoline-2(1H)-carboxylic acid tert-butyl ester C(C)(C)(C)OC(=O)N1CC2=CC=CC=C2CC1[C@@H](CNC(C1=C(C=C(C=C1)Br)O)=O)O[Si](C)(C)C(C)(C)C